[K+].[K+].[K+].[K+].P(=O)([O-])([O-])[O-].C(C)(C)(C)OC(=O)N1CCC(CC1)[Zn+] [1-(tert-butoxycarbonyl)piperidin-4-yl]zinc phosphate tetrapotassium